3-(1-cyclohexyl-1,6-dihydrodipyrrolo[2,3-b:2',3'-d]pyridin-2-yl)aniline C1(CCCCC1)N1C(=CC=2C1=C1C(=NC2)NC=C1)C=1C=C(N)C=CC1